C1(=CC=C(C=C1)C=1C=CC2=C(C1)C=1N=CN=C(C1O2)C2=CC=CC=1OC3=C(C12)C=C(C=C3)C3=CC(=CC=C3)C=3C=CC=1N(C2=CC=CC=C2C1C3)C3=CC=CC=C3)C3=CC=CC=C3 8-(1,1'-biphenyl-4-yl)-4-[8-[3-(9-phenyl-9H-carbazol-3-yl)phenyl]-1-dibenzofuranyl]-[1]benzofuro[3,2-d]pyrimidine